Methyl 2-(azetidin-1-yl)-5-bromoisonicotinate N1(CCC1)C=1C=C(C(=O)OC)C(=CN1)Br